NC=1C2=C(N=CN1)N(C=C2)[C@H]2[C@@H]([C@@H]([C@H](C2)C2=CC=C(C=C2)O)O)O (1R,2S,3R,5R)-3-(4-amino-7H-pyrrolo[2,3-d]pyrimidin-7-yl)-5-(4-hydroxyphenyl)cyclopentane-1,2-diol